O=C1NC(CCC1N1C(C2=CC=CC(=C2C1)SCCCCN1CC(N(CC1)C1=C(C=C(C(=O)N2CCC(CC2)CCCCNC(\C=C\C2=NC=CN=C2)=O)C=C1)C(C)C)C)=O)=O (E)-N-(4-(1-(4-(4-(4-((2-(2,6-dioxopiperidin-3-yl)-1-oxoisoindolin-4-yl)thio)butyl)-2-methylpiperazin-1-yl)-3-isopropyl-benzoyl)piperidin-4-yl)butyl)-3-(pyrazin-2-yl)acrylamide